(9S)-9-[4-(4-chlorophenoxy)phenyl]-3,4,6,7,8,9-hexahydropyrido[2,1-c][1,2,4]thiadiazine 2,2-dioxide ClC1=CC=C(OC2=CC=C(C=C2)[C@@H]2CCCN3C2=NS(CC3)(=O)=O)C=C1